5-[5-(2-formyl-3-hydroxy-5-methoxyphenoxymethyl)-2-methylpyrazole-3-amido]-2H-pyrazol-3-ylcyclopentyl N-isopropylcarbamate C(C)(C)NC(OC1(CCCC1)C=1NN=C(C1)NC(=O)C=1N(N=C(C1)COC1=C(C(=CC(=C1)OC)O)C=O)C)=O